6-chloro-3-(((R)-1-(2-cyano-3-((S)-3,3-difluoro-5-(hydroxymethyl)piperidin-1-yl)-7-methylquinoxalin-5-yl)ethyl)amino)picolinic acid ClC1=CC=C(C(=N1)C(=O)O)N[C@H](C)C1=C2N=C(C(=NC2=CC(=C1)C)C#N)N1CC(C[C@@H](C1)CO)(F)F